ClC1=C(C=C(C=C1)F)N=C(N)C1=C(C=2N(N=C1)C=C(C2)C=2C(=NC=NC2)C(F)F)N[C@@H]2CC[C@H](CC2)NC(OC(C)(C)C)=O trans-tert-butyl N-[4-[[3-[N'-(2-chloro-5-fluoro-phenyl)carbamimidoyl]-6-[4-(difluoromethyl)pyrimidin-5-yl]pyrrolo[1,2-b]pyridazin-4-yl]amino]cyclohexyl]carbamate